C(C)(C)(C)OC(=O)N1CC(CC1)C(=O)N1CCC(CC1)C1=C(C(=C(C=C1O)Cl)Cl)Cl 3-(4-(2,3,4-trichloro-6-hydroxyphenyl)piperidine-1-carbonyl)pyrrolidine-1-carboxylic acid tert-butyl ester